C(C)(C)(C)OC(=O)O[C@@H]1[C@H]([C@H](N(C1)C(=O)OC(C)(C)C)CC1=CC=C(C=C1)OC)OC(NCCN1CC(C(C1)O)(F)F)=O tert-butyl (2R,3S,4S)-4-[(tert-butoxycarbonyl)oxy]-3-({[2-(3,3-difluoro-4-hydroxypyrrolidin-1-yl)ethyl]carbamoyl}oxy)-2-[(4-methoxyphenyl) methyl]pyrrolidine-1-carboxylate